Tetrahydro-pyran-4-carboxylic acid [8-(6-methoxy-pyridin-2-yl)-2,3-dihydro-benzo[1,4]dioxin-2-ylmethyl]-amide COC1=CC=CC(=N1)C1=CC=CC2=C1OC(CO2)CNC(=O)C2CCOCC2